(3-(2-amino-[1,2,4]triazolo[1,5-a]pyridin-7-yl)-2,6-difluorophenoxy)-3,3-difluoro-2-(5-fluoropyridin-2-yl)pentan-2-ol NC1=NN2C(C=C(C=C2)C=2C(=C(OCC(C(CC)(F)F)(O)C3=NC=C(C=C3)F)C(=CC2)F)F)=N1